ClC1=NC=C(C(=N1)NC1CCCCC1)C=1C=NN(C1)C 2-chloro-N4-cyclohexyl-5-(1-methyl-1H-pyrazol-4-yl)pyrimidin-4-amine